COCCOC1=C(C=C2C(=C1)C(=NC=N2)NC3=CC=CC(=C3)C#C)OCCOC.Cl N-(3-ethynylphenyl)-6,7-bis(2-methoxyethoxy)quinazolin-4-amine hydrochloride